COC(=O)C1=NC(=C(N=C1NC1=CC(=C(C=C1)N1CCOCC1)Cl)NC)C1=CC=CC=2N(C=NC21)C.FC2=CC=C(C=C2)N=[N+]=[N-] para-fluoroazidobenzene methyl-3-(3-chloro-4-morpholino-anilino)-5-(methylamino)-6-(1-methylbenzimidazol-4-yl)pyrazine-2-carboxylate